1-(3-fluoropropyl)azetidine FCCCN1CCC1